5-ethylsulfanyl-4-oxo-1-[4-(trifluoromethoxy)phenyl]cinnoline-3-carboxylic acid ethyl ester C(C)OC(=O)C1=NN(C2=CC=CC(=C2C1=O)SCC)C1=CC=C(C=C1)OC(F)(F)F